CNC[C@@H]1OCCC=2C=CC3=C(C12)OCCO3 (R)-N-methyl-1-(2,3,7,10-tetrahydro-8H-[1,4]dioxino[2,3-h]isochromen-10-yl)methanamine